O[C@@H]1[C@H](CCCC1)NC(=O)C1=CN(C(C=2C=CC=NC12)=O)CC1=CC=C(C=C1)C=1C=NN(C1)C N-((1S,2S)-2-hydroxycyclohexyl)-6-(4-(1-methyl-1H-pyrazol-4-yl)benzyl)-5-oxo-5,6-dihydro-1,6-naphthyridine-8-carboxamide